C[C@H]1CCC2=C1N=C(N=C2N2CC(C2)CC(=O)O)N2[C@H](CC2)C 2-(1-((S)-7-methyl-2-((S)-2-methylazetidin-1-yl)-6,7-dihydro-5H-cyclopenta[d]pyrimidin-4-yl)azetidin-3-yl)acetic acid